5-(((1R)-1-(2-(((tert-butoxycarbonyl)amino)methyl)-5-chloro-2-methyl-2,3-dihydrobenzofuran-7-yl)ethyl)amino)pyrazolo[1,5-a]pyrimidine-3-carboxylic acid C(C)(C)(C)OC(=O)NCC1(OC2=C(C1)C=C(C=C2[C@@H](C)NC2=NC=1N(C=C2)N=CC1C(=O)O)Cl)C